2-(5-amino-2-(furan-2-yl)-7H-pyrazolo[4,3-e][1,2,4]triazolo[1,5-c]pyrimidin-7-yl)-(cis)-N-(4-hydroxy-4-methylcyclohexyl)-2-phenylacetamide NC1=NC2=C(C=3N1N=C(N3)C=3OC=CC3)C=NN2C(C(=O)NC2CCC(CC2)(C)O)C2=CC=CC=C2